C(N)(=O)N\N=C(/C)\C1=CC=C(C(=O)OC)C=C1 methyl (E)-4-(1-2-carbamoylhydrazono)ethylbenzoate